N-(5-((4-cyclopropylpiperazin-1-yl)methyl)pyridin-2-yl)-5-fluoro-4-(9-fluoro-4-methyl-3,4-dihydro-1H-benzo[4,5]imidazo[2,1-c][1,4]oxazin-7-yl)pyrimidin-2-amin C1(CC1)N1CCN(CC1)CC=1C=CC(=NC1)NC1=NC=C(C(=N1)C1=CC2=C(N=C3COCC(N32)C)C(=C1)F)F